FC1CN(C1)C1=CC(=C(C=C1)F)N1N=C2N=CC(=CC2=C1)C(C)C 3-fluoro-N-{4-fluoro-3-[5-(propan-2-yl)-2H-pyrazolo[3,4-b]pyridin-2-yl]phenyl}azetidine